Tridecafluorooctyl-triethoxysilan FC(C(C(C(C(F)(F)[Si](OCC)(OCC)OCC)(F)F)(F)F)(F)F)(CCC(F)(F)F)F